N1N=CC2=CC=C(C=C12)C1=NC2=CC=C3C(=C2C=2CCCCC12)C=NN3 7-(1H-indazol-6-yl)-8,9,10,11-tetrahydro-3H-pyrazolo[4,3-a]phenanthridine